N1(N=CC=C1)C1=CC=C2C(=CC(=NC2=C1)N)NCCC=1N=NC=CC1 7-(1H-pyrazol-1-yl)-N4-(2-(pyridazin-3-yl)ethyl)quinoline-2,4-diamine